(5S,6R)-5-hydroxy-6-((S)-5H-imidazo[5,1-a]isoindol-5-yl)-2-azaspiro[3.3]heptan-2-carboxylate O[C@@H]1C2(CN(C2)C(=O)[O-])C[C@@H]1[C@@H]1N2C(C3=CC=CC=C13)=CN=C2